N1[C@@H]2[C@@H](OCC1)CN(CC2)C2=C(C=NC1=CC=C(C=C21)C2=NC=CC(=C2N)/C=N/O)C2=CC(=CC(=C2)F)F 2-{4-[(4as,8as)-octahydro-1H-pyrido[3,4-b][1,4]oxazin-6-yl]-3-(3,5-difluorophenyl)quinolin-6-yl}-4-[(1E)-(hydroxyimino)methyl]pyridin-3-amine